Ethyl 2-(4-(4-nitrobenzyl)-1-(4-nitrophenyl)-2,5-dioxo-2,5-dihydro-1H-pyrrol-3-yl)acetate [N+](=O)([O-])C1=CC=C(CC2=C(C(N(C2=O)C2=CC=C(C=C2)[N+](=O)[O-])=O)CC(=O)OCC)C=C1